8-(4-(4-Morpholinobutoxy)phenyl)-2,2-diphenyl-6H-[1,3]dioxolo[4,5-h]chromen-6-one O1CCN(CC1)CCCCOC1=CC=C(C=C1)C=1OC=2C3=C(C=CC2C(C1)=O)OC(O3)(C3=CC=CC=C3)C3=CC=CC=C3